ethyl (E)-2-cyano-3-ethoxy-but-2-enoate C(#N)/C(/C(=O)OCC)=C(/C)\OCC